CN1C(N(C2=C1C=C(C=C2)N2CCN(CC2)CCCNC)C2C(NC(CC2)=O)=O)=O 3-(3-methyl-5-(4-(3-(methylamino)propyl)piperazin-1-yl)-2-oxo-2,3-dihydro-1H-benzo[d]imidazol-1-yl)piperidine-2,6-dione